1-((6-(1-(2,6-dichlorophenyl)azetidin-3-yl)pyridin-3-yl)methyl)-3-methylazetidin-3-yl acetate C(C)(=O)OC1(CN(C1)CC=1C=NC(=CC1)C1CN(C1)C1=C(C=CC=C1Cl)Cl)C